N1=CC(=C2OCCCN21)S(=O)(=O)[N-]C(NC2=C1C(=NC3=C2CCC3)CCC1)=O.[Na+] Sodium ((6,7-dihydro-5H-pyrazolo[5,1-b][1,3]oxazin-3-yl)sulfonyl)((1,2,3,5,6,7-hexahydrodicyclopenta[b,e]pyridin-8-yl)carbamoyl)amide